C(C)OC(=O)C=1C=NN2C1C=C(C=C2Br)NC(=O)OC(C)(C)C.NCC(=O)NC=2SC=C(N2)C2=CC=C1C=CC(N(C1=C2)C)=O 2-amino-N-[4-(1-methyl-2-oxo-7-quinolinyl)thiazol-2-yl]acetamide Ethyl-7-bromo-5-((tert-butoxycarbonyl)amino)pyrazolo[1,5-a]pyridine-3-carboxylate